C(CCC)OC1=CC=C(C=C1)[B] (p-butyl-oxyphenyl)boron